C(N)(=O)C1(CCN(CC1)C1=CC(=NC=2N1N=C(C2C2=CC=C(C=C2)Cl)C2=C(C=CC=C2)Cl)N2[C@H](CC2)CC(=O)O)C 2-[(2R)-1-[7-(4-carbamoyl-4-methyl-1-piperidinyl)-2-(2-chlorophenyl)-3-(4-chlorophenyl)pyrazolo[1,5-a]pyrimidin-5-yl]azetidin-2-yl]acetic acid